4-((4-(Chloromethyl)-2-(ethylsulfonyl)phenoxy)methyl)-1-(methylsulfonyl)-piperidine ClCC1=CC(=C(OCC2CCN(CC2)S(=O)(=O)C)C=C1)S(=O)(=O)CC